FC1=C(CN2C(C=3C=CC=NC3C(=C2)C(=O)N[C@@H]2[C@H](COCC2)O)=O)C(=CC(=C1)C1=CC(=NC=C1)C)F 6-(2,6-difluoro-4-(2-methylpyridin-4-yl)benzyl)-N-((3R,4S)-3-hydroxytetrahydro-2H-pyran-4-yl)-5-oxo-5,6-dihydro-1,6-naphthyridine-8-carboxamide